N-[2-[[(1S)-3-(cyclopropylamino)-1-[[(3S,5R)-5-methyl-2-oxo-pyrrolidin-3-yl]methyl]-2,3-dioxo-propyl]carbamoyl]-4-(difluoromethyl)phenyl]-2-(trifluoromethyl)pyridine-4-carboxamide C1(CC1)NC(C([C@H](C[C@H]1C(N[C@@H](C1)C)=O)NC(=O)C1=C(C=CC(=C1)C(F)F)NC(=O)C1=CC(=NC=C1)C(F)(F)F)=O)=O